(8-((4-(cyclohexylamino)-1H-pyrrolo[2,3-b]pyridin-6-yl)amino)-2,3-dihydrobenzo[b][1,4]dioxin-5-yl)(morpholino)methanone C1(CCCCC1)NC1=C2C(=NC(=C1)NC1=CC=C(C3=C1OCCO3)C(=O)N3CCOCC3)NC=C2